6-chlorobenzo[b]thiophene-3-carbonitrile ClC=1C=CC2=C(SC=C2C#N)C1